C(C)OC(CN)OCC Aminoacetaldehyde Diethylacetal